4-(4-((7-Ethyl-6-oxo-5,6-dihydro-1,5-naphthyridin-3-yl)methyl)piperazin-1-yl)-N-methyl-Benzamide C(C)C=1C(NC=2C=C(C=NC2C1)CN1CCN(CC1)C1=CC=C(C(=O)NC)C=C1)=O